[Li].C(#N)C=1N=C(NC1C#N)C(F)(F)F 4,5-dicyano-2-(trifluoromethyl)imidazole lithium salt